C1(CCC1)COC=1C=C(C=CC1)CNC(=O)C=1C=C(C=NC1OC)C1=CC=C2C(=NNC2=C1)C(=O)NC 6-[5-({[3-(cyclobutylmeth-oxy)phenyl]methyl}carbamoyl)-6-methoxypyridin-3-yl]-N-methyl-1H-indazole-3-carboxamide